FC=1C=NN2C1C(N(CC2)C(=O)OC(C)(C)C)C tert-butyl 3-fluoro-4-methyl-6,7-dihydropyrazolo[1,5-a]pyrazine-5(4H)-carboxylate